C(C)N1[C@@H](CCC1)CNC(C1=CC(=C(C(=C1)OC)OC)CCCF)=O (s)-N-{(1-Ethyl-2-pyrrolidinyl)methyl}-3-(3-fluoropropyl)-4,5-dimethoxybenzamide